1-tert-butyl 4-methylpiperidinium-1,4-dicarboxylate CC1(CC[NH+](CC1)C(=O)OC(C)(C)C)C(=O)[O-]